C(C1=CC=CC=C1)OC(=O)N1[C@H](CN(CC1)C1=NC(=NC(=C1)C(NC1=CC(=CC2=CC=CC=C12)OC)=O)C1=C2C=NN(C2=CC=C1)C)CC#N.NC=1C(=C(C=CC1)C(C)=O)O 1-(3-amino-2-hydroxyphenyl)ethanone benzyl-(2S)-2-(cyanomethyl)-4-[6-[(3-methoxy-1-naphthyl)carbamoyl]-2-(1-methylindazol-4-yl)pyrimidin-4-yl]piperazine-1-carboxylate